5-([1,2,4]triazolo[1,5-a]pyridin-6-yl)-N-(4-(propylsulfonyl)phenyl)-1-(6-methylpyridin-2-yl)-1H-pyrazole-3-carboxyamide N=1C=NN2C1C=CC(=C2)C2=CC(=NN2C2=NC(=CC=C2)C)CC(=O)NC2=CC=C(C=C2)S(=O)(=O)CCC